BrC1=C(C(=NC(=C1)CO[Si](C)(C)C(C)(C)C)C)F 4-bromo-6-(((tert-butyldimethylsilyl)oxy)methyl)-3-fluoro-2-methylpyridine